C(C)C1(CC2=CC=CC=C2C1)C(=O)O 2-ethylindane-2-carboxylic acid